N,N',N''-tris-(2-hydroxypropyl)hexahydrotriazine OC(CN1N(N(CCC1)CC(C)O)CC(C)O)C